ethylene glycol dioctadecyl-acrylate C(CCCCCCCCCCCCCCCCC)C(=CC(=O)OCCO)CCCCCCCCCCCCCCCCCC